(S)-2-(3-acetyl-5-(2-methylpyrimidin-5-yl)-1H-indazol-1-yl)-N-(2-bromo-15-oxo-5,6,7,8,9,10,11,12,13,14,15,16-dodecahydropyrido[2,3-b][1]azacyclotetradecin-14-yl)-N-methylacetamide C(C)(=O)C1=NN(C2=CC=C(C=C12)C=1C=NC(=NC1)C)CC(=O)N(C)[C@H]1CCCCCCCCCC2=C(NC1=O)N=C(C=C2)Br